(±)-4-((tert-butyldimethylsilyl)oxy)bicyclo[4.1.0]heptan-2-ol [Si](C)(C)(C(C)(C)C)OC1CC(C2CC2C1)O